O1BOBOB1.[Sr] strontium boroxine